FC1(CC(C1)N1C(CC(C1)=O)=O)F (3,3-difluorocyclobutyl)pyrrolidine-2,4-dione